CYCLOHEXYL BUTYRATE C(CCC)(=O)OC1CCCCC1